BrCC=1C=C(C=NC1F)N1C(NC(CC1)=O)=O 1-(5-(bromomethyl)-6-fluoropyridin-3-yl)dihydropyrimidine-2,4(1H,3H)-dione